COC1=CC=C(CC(C#N)C#N)C=C1 2-(4-methoxybenzyl)malononitrile